2,9-dioxa-5-aza-10-siladodecan-7-ol COCCNCC(CO[SiH2]CC)O